FC1=CC(=C(C=C1)N1C(SC(=C1C=1C=C(C(=O)NCCCCC2=CC=CC=C2)C=CC1)C)=O)OC 3-(3-(4-fluoro-2-methoxyphenyl)-5-methyl-4-thiazolinonyl)-N-(4-phenylbutyl)benzamide